CC1=NN(C(C1C(=O)NC1=CC(=CC=C1)C(C(F)(F)F)=O)=O)C1=CC=CC=C1 3-methyl-5-oxo-1-phenyl-N-(3-(2,2,2-trifluoroacetyl)phenyl)-4,5-dihydro-1H-pyrazole-4-carboxamide